NC=1C=C2CCN(CC2=CC1C1CC1)C(C(F)(F)F)=O 1-(6-amino-7-cyclopropyl-3,4-dihydroisoquinolin-2(1H)-yl)-2,2,2-trifluoroethan-1-one